BrCCCNC(OC(C)(C)C)=O Tertbutyl (3-bromopropyl)carbamate